Thiophene-2-boronic acid S1C(=CC=C1)B(O)O